7-methoxy-2-(piperidin-1-yl)-9H-chromeno[2,3-d]thiazol-9-one COC1=CC=2C(C3=C(N=C(S3)N3CCCCC3)OC2C=C1)=O